1-((3aR,5s,6aS)-5-((5-(3-methyl-[1,2,4]triazolo[4,3-a]pyridin-6-yl)-7H-pyrrolo[2,3-d]pyrimidin-2-yl)amino)hexahydrocyclopenta[c]pyrrol-2(1H)-yl)ethan-1-one CC1=NN=C2N1C=C(C=C2)C2=CNC=1N=C(N=CC12)NC1C[C@@H]2[C@@H](CN(C2)C(C)=O)C1